2,4-dihydro-2-(2-(3-methyl-3H-diazirin-3-yl)ethyl)-3H-1,2,4-triazol-3-one CC1(N=N1)CCN1N=CNC1=O